CC1=CC=C(C=C1)CN1C(CCC1=O)CC(=O)OCCOC1=CC=C(C(=O)OC)C=C1 methyl 4-[2-[2-[1-[(4-methylphenyl)methyl]-5-oxopyrrolidin-2-yl]acetyl]oxyethoxy]benzoat